Hydroxymethyl-propanediol OCC(CC)(O)O